2-((1R,3R)-3-methoxycyclopentyl)quinoline-6-carbaldehyde CO[C@H]1C[C@@H](CC1)C1=NC2=CC=C(C=C2C=C1)C=O